methyl 2-methyl-2-pyrrolidin-3-yl-propanoate CC(C(=O)OC)(C)C1CNCC1